N-(5-(((S)-1,4-dioxan-2-yl)methoxy)-1,3,4-thiadiazol-2-yl)-3'-fluoro-5'-methoxy-2',6-dimethyl-(4,4'-bipyridine)-3-carboxamide O1[C@@H](COCC1)COC1=NN=C(S1)NC(=O)C=1C=NC(=CC1C1=C(C(=NC=C1OC)C)F)C